((2-(((S)-3,3-dimethyl-1-oxo-1-((S)-2-(((R)-1,2,3,4-tetrahydronaphthalen-2-yl)carbamoyl)pyrrolidin-1-yl)butan-2-yl)carbamoyl)benzo[b]thiophen-5-yl)difluoromethyl)phosphonic acid CC([C@@H](C(N1[C@@H](CCC1)C(N[C@H]1CC2=CC=CC=C2CC1)=O)=O)NC(=O)C1=CC2=C(S1)C=CC(=C2)C(F)(F)P(O)(O)=O)(C)C